2-butyl-2,8-dimethyl-4-(8-methylimidazo[1,2-b]pyridazin-3-yl)-2H-benzo[e][1,3]oxazine C(CCC)C1(OC2=C(C(=N1)C1=CN=C3N1N=CC=C3C)C=CC=C2C)C